1-(3-phenyl-1H-pyrazol-1-yl)-2,4,6-triphenylpyridine C1(=CC=CC=C1)C1=NN(C=C1)N1C(C=C(C=C1C1=CC=CC=C1)C1=CC=CC=C1)C1=CC=CC=C1